(S)-methyl 2-((1R,2S,5S)-3-(6-chloro-7-fluoro-1H-indole-2-carbonyl)-6,6-dimethyl-3-azabicyclo[3.1.0]hexane-2-carboxamido)-3-((S)-2-oxopyrrolidin-3-yl)propanoate ClC1=CC=C2C=C(NC2=C1F)C(=O)N1[C@@H]([C@H]2C([C@H]2C1)(C)C)C(=O)N[C@H](C(=O)OC)C[C@H]1C(NCC1)=O